N1N=NN=C1C1=CC=C(C=C1)[C@H]1CC2(CC(C2)(F)F)CCN1CC1=C2C=CNC2=C(C=C1C1CC1)C (R)-6-(4-(1H-tetrazol-5-yl)phenyl)-7-((5-cyclopropyl-7-methyl-1H-indol-4-yl)methyl)-2,2-difluoro-7-azaspiro[3.5]nonane